CC1=C(C(NC(=C1)C)=O)CNC(=O)C=1C(=C(N2C=CC=C2C1)C(C)OCC(=C)C)C N-((4,6-dimethyl-2-oxo-1,2-dihydropyridin-3-yl)methyl)-6-methyl-5-(1-((2-methylallyl)oxy)ethyl)indolizine-7-carboxamide